ClC=1C(=C(C=CC1F)[C@@H](NC(=O)[C@H]1NC(NC1)=O)[C@H]1C[C@@H](N(CC1)C)C(F)(F)F)F (S)-N-((S)-(3-chloro-2,4-difluorophenyl)((trans)-1-methyl-2-(trifluoro-methyl)-piperidin-4-yl)methyl)-2-oxoimidazolidine-4-carboxamide